ClC=1N=CC2=C(N1)N(C(C=C2C)=O)C=2C=C(C=CC2)NC(C=C)=O N-(3-(2-chloro-5-methyl-7-oxo-pyrido[2,3-d]pyrimidin-8(7H)-yl)phenyl)acrylamide